C(C1=CC=CC=C1)OC1=NC=C(C=C1)Br 2-(benzyloxy)-5-bromopyridine